C(C)(C)(C)[Si](OCCCCCCC1=CC=CC=C1)(C)C tert-butyldimethyl-((6-phenylhexyl)oxy)silane